5-{5,6-dimethyl-2-[trans-4-(trifluoromethyl)cyclohexyl]pyrazolo[1,5-a]pyrimidin-7-yl}-3,3-difluoropiperidine-1-carbaldehyde CC1=NC=2N(C(=C1C)C1CC(CN(C1)C=O)(F)F)N=C(C2)[C@@H]2CC[C@H](CC2)C(F)(F)F